C(C)OCCN1N=NC(=C1)C(=O)NCC=1SC(=NN1)C1=CC=CC=C1 1-(2-ethoxyethyl)-N-((5-phenyl-1,3,4-thiadiazol-2-yl)methyl)-1H-1,2,3-triazole-4-carboxamide